C(C)(C)(C)OC(=O)N1CCC(CC1)(CC=1C=NC=CC1)C(N)=O 4-Carbamoyl-4-(pyridin-3-ylmethyl)piperidine-1-carboxylic acid tert-butyl ester